5-bromo-2-(2-methyltetrazol-5-yl)pyridine BrC=1C=CC(=NC1)C=1N=NN(N1)C